BrC1=NN(C(=N1)C1CCC(CC1)(F)F)C 3-bromo-5-(4,4-difluorocyclohexyl)-1-methyl-1H-1,2,4-triazole